BrC=1C=CC(=NC1OC)NC(=O)C(C(C1CC1)C1CC1)NC(=O)C=1N(N=CC1)CC N-[1-[(5-bromo-6-methoxy-2-pyridyl)carbamoyl]-2,2-dicyclopropyl-ethyl]-2-ethyl-pyrazole-3-carboxamide